C(CCCCCCCCCCCCCCCCCCCCCCCCC)NCCS(=O)(=O)O N-hexacosyl-taurine